isocyanatouric acid N(=C=O)N1C(=O)NC=2NC(=O)NC2C1=O